2-[(2's,4r)-2'-fluoro-6-iodo-1-oxospiro[3H-isoquinoline-4,1'-cyclopropane]-2-yl]-N-pyrimidin-2-ylacetamide F[C@@H]1[C@@]2(C1)CN(C(C1=CC=C(C=C12)I)=O)CC(=O)NC1=NC=CC=N1